3-{[2-(2,6-Dioxopiperidin-3-yl)-1-oxo-2,3-dihydro-1H-isoindol-5-yl]methyl}-1-(4-{[(1r,4r)-4-(aminomethyl)cyclohexyl]methoxy}phenyl)urea O=C1NC(CCC1N1C(C2=CC=C(C=C2C1)CNC(NC1=CC=C(C=C1)OCC1CCC(CC1)CN)=O)=O)=O